9-(2-chloro-4-phenoxybenzoyl)-2-((methoxy-d3)methyl)-2-methyl-1,2,4,7-tetrahydro-3H-pyrrolo[3',2':5,6]pyrido[3,4-b]pyrazin-3-one ClC1=C(C(=O)C2=CNC3=C2C2=C(NC(C(N2)(C)COC([2H])([2H])[2H])=O)C=N3)C=CC(=C1)OC1=CC=CC=C1